N[C@H]1C2N(CC1CC2)C(=O)C=2C=CC=1N(C2)N=C(C1C)C1=CC=2C(=NC(=CC2)C2=CC(=C(C=C2)F)O)N1CC1CC1 ((7R)-7-Amino-2-azabicyclo[2.2.1]heptan-2-yl)(2-(1-(cyclopropylmethyl)-6-(4-fluoro-3-hydroxyphenyl)-1H-pyrrolo[2,3-b]pyridin-2-yl)-3-methylpyrazolo[1,5-a]pyridin-6-yl)methanone